O.O.O.[Ru](Cl)(Cl)Cl ruthenium(III) chloride trihydrate